2-(2-(methoxycarbonyl)-6-(trifluoromethyl)pyridin-4-yl)acetic acid COC(=O)C1=NC(=CC(=C1)CC(=O)O)C(F)(F)F